(2-(3-(2-(4-(1-(cyclopropanecarbonyl)indolin-5-yl)-5-methylthiazol-2-ylamino)-2-oxoethyl)phenoxy)ethoxy)ethylcarbamic acid tert-butyl ester C(C)(C)(C)OC(NCCOCCOC1=CC(=CC=C1)CC(=O)NC=1SC(=C(N1)C=1C=C2CCN(C2=CC1)C(=O)C1CC1)C)=O